4-(6-chloro-3-((1-(3,6-dimethyl-2-morpholino-4-oxo-4H-chromen-8-yl)ethyl)amino)pyridin-2-yl)-2-fluoro-6-formylphenyl trifluoromethanesulfonate FC(S(=O)(=O)OC1=C(C=C(C=C1C=O)C1=NC(=CC=C1NC(C)C=1C=C(C=C2C(C(=C(OC12)N1CCOCC1)C)=O)C)Cl)F)(F)F